C(C)(=O)N1C(C(C2=CC=CC=C12)=O)=CC1=NC2=CC=CC=C2C(=C1)C(=O)N1CCOCC1 1-acetyl-2-((4-(morpholine-4-carbonyl)quinolin-2-yl)methylene)-indolin-3-one